(R)-3-(((methylsulfonyl)oxy)methyl)pyrrolidine-1-carboxylic acid tert-butyl ester C(C)(C)(C)OC(=O)N1C[C@@H](CC1)COS(=O)(=O)C